(R)-6-(3-cyanopyrrolo[1,2-b]pyridazin-7-yl)-4-((4-(4,4-difluoropiperidin-1-yl)bicyclo[2.2.2]oct-1-yl)amino)-N-(2-fluoro-3-hydroxy-3-methylbutyl)nicotinamide C(#N)C1=CC=2N(N=C1)C(=CC2)C2=NC=C(C(=O)NC[C@H](C(C)(C)O)F)C(=C2)NC21CCC(CC2)(CC1)N1CCC(CC1)(F)F